C(C1=CC(C(=O)C2=CC=CC=C2)=CC=C1)(=O)C1=CC=CC=C1 Isophthalphenone